O1CCC(=CC1)C=1C2=C(C(=NC1)OC)N=C(S2)NC(=O)C=2C=NNC2 N-[7-(3,6-dihydro-2H-pyran-4-yl)-4-methoxy-[1,3]thiazolo[4,5-c]pyridin-2-yl]-1H-pyrazole-4-carboxamide